FC=1C(=NC(=NC1)NC1=C(C(=CC=C1)S(=O)(=O)C)F)C1=CNC2=C(C=CC=C12)NC([C@H](COC)N1C[C@@H](N([C@H](C1)C)C)C)=O (S)-N-(3-(5-Fluoro-2-((2-fluoro-3-(methylsulfonyl)phenyl)amino)pyrimidin-4-yl)-1H-indol-7-yl)-3-methoxy-2-((3S,5S)-3,4,5-trimethylpiperazin-1-yl)propanamid